FC1=C(C=C(C=C1)C(O)C1=NC=CC=C1C)C1=NC=NC2=CC(=CC=C12)N1CCOCC1 [4-Fluoro-3-(7-morpholin-4-yl-quinazolin-4-yl)-phenyl]-(3-methyl-pyridin-2-yl)methanol